N-(4'-((2-(1,1-difluoroethyl)-6-ethylpyrimidin-4-yl)amino)-5-(pyrrolidin-1-ylmethyl)-[2,3'-bipyridyl]-6'-yl)acetamide FC(C)(F)C1=NC(=CC(=N1)NC1=C(C=NC(=C1)NC(C)=O)C1=NC=C(C=C1)CN1CCCC1)CC